1-(4-(3-(Piperidin-2-yl)phenyl)piperidin-1-yl)ethanone N1C(CCCC1)C=1C=C(C=CC1)C1CCN(CC1)C(C)=O